O=C1NC(CCC1N1C(C2=CC=C(C=C2C1=O)N1CCN(CC1)CC1CCN(CC1)CC=1C=C2C(=CN(C2=CC1)CCCOC)C1=CC=C(C=C1)OC(F)(F)F)=O)=O 2-(2,6-dioxopiperidin-3-yl)-5-(4-((1-((1-(3-methoxypropyl)-3-(4-(trifluoromethoxy)phenyl)-1H-indol-5-yl)methyl)piperidin-4-yl)methyl)piperazin-1-yl)isoindoline-1,3-dione